4-amino-3-chloro-5-fluoro-6-(7-fluoro-1H-indol-6-yl)pyridine-2-carboxylic acid benzyl ester C(C1=CC=CC=C1)OC(=O)C1=NC(=C(C(=C1Cl)N)F)C1=CC=C2C=CNC2=C1F